C(#N)C(NC(N([C@H](C)C1=CC(=CC=C1)C=1N=C(C=2N(C1)C=CN2)OC)CC)=O)C2CC(CCC2)(F)F 3-(cyano(3,3-difluorocyclohexyl)methyl)-1-ethyl-1-((R)-1-(3-(8-methoxyimidazo[1,2-a]pyrazin-6-yl)phenyl)ethyl)urea